ClC1=NC=CC=C1CN1N=CC(=C1)C(O)C1CC1 (1-((2-chloropyridin-3-yl)methyl)-1H-pyrazol-4-yl)(cyclopropyl)methanol